Pyridin-4(1H)-one N1C=CC(C=C1)=O